disodium hydroxyethylidene bisphosphonate P(OC(CO)OP([O-])=O)([O-])=O.[Na+].[Na+]